(1S,2S,4R)-1-amino-4-(2-aminoethyl)-2-(3-boronopropyl)cyclopentanecarboxylic acid N[C@@]1([C@H](C[C@@H](C1)CCN)CCCB(O)O)C(=O)O